C(C)(C)S(=O)(=O)[O-].[Zn+2].C(C)(C)S(=O)(=O)[O-] zinc(II) isopropylsulfonate